2-(3-(((1S,2R,3R,5R)-2-fluoro-9-azabicyclo[3.3.1]nonan-3-yl)oxy)-1,2,4-triazin-6-yl)-5-(1H-imidazol-1-yl)phenol F[C@@H]1[C@@H]2CCC[C@H](C[C@H]1OC=1N=NC(=CN1)C1=C(C=C(C=C1)N1C=NC=C1)O)N2